6-bromo-5-fluoro-2-(tetrahydro-2H-pyran-4-yl)-1,4-dihydroquinazoline BrC=1C(=C2CN=C(NC2=CC1)C1CCOCC1)F